1-methyl-2-((1S,3R)-3-((5-(trifluoromethyl)pyrimidin-2-yl)amino)cyclohexyl)-1H-benzo[d]imidazol-5-amine CN1C(=NC2=C1C=CC(=C2)N)[C@@H]2C[C@@H](CCC2)NC2=NC=C(C=N2)C(F)(F)F